CN1C(=NC=C1)C(C)=O 1-(1-methyl-1H-imidazol-2-yl)ethanone